N1=NC=CC=C1 pyridazine